ClC=1C=2CCCC2C(=C2CCCC12)NC(=O)NS(=O)(=O)C1=NN(C(=C1)CO)C N-((8-chloro-1,2,3,5,6,7-hexahydro-s-indacen-4-yl)carbamoyl)-5-(hydroxymethyl)-1-methyl-1H-pyrazole-3-sulfonamide